Benzyl (S)-3-cyclopropyl-2-(2-((S)-1-(2,3-difluorobenzyl)-5-oxopyrrolidin-2-yl)acetamido)propanoate C1(CC1)C[C@@H](C(=O)OCC1=CC=CC=C1)NC(C[C@H]1N(C(CC1)=O)CC1=C(C(=CC=C1)F)F)=O